(3S,4S)-1-(1H-benzo[d]imidazol-5-yl)-3-cyclopropyl-4-(6-(3,3-difluoropropoxy)pyridin-3-yl)azetidin-2-one N1C=NC2=C1C=CC(=C2)N2C([C@H]([C@H]2C=2C=NC(=CC2)OCCC(F)F)C2CC2)=O